NC=1N=C(SC1C(C1=CC=CC=C1)=O)N(C1=CC2=C(OC(O2)(F)F)C=C1)C(C(=O)N)C [(4-Amino-5-benzoylthiazol-2-yl)-(2,2-difluoro-1,3-benzodioxol-5-yl)amino]propanamid